COCCNCC=1C=C2C=C(NC2=C(C1)NC1CCOCC1)C1=CC=CC=C1 5-(((2-methoxyethyl)amino)methyl)-2-phenyl-N-(tetrahydro-2H-pyran-4-yl)-1H-indol-7-amine